(S)-2-((R)-3-(1H-pyrazol-1-yl)piperidin-1-yl)-N-(5-chloropyridin-2-yl)propanamide N1(N=CC=C1)[C@H]1CN(CCC1)[C@H](C(=O)NC1=NC=C(C=C1)Cl)C